tert-butyl N-[4-[3-chloro-5-(trifluoromethyl)phenyl]-2-(1-methylpyrazol-3-yl)-5-(trifluoromethyl)pyrazol-3-yl]carbamate ClC=1C=C(C=C(C1)C(F)(F)F)C1=C(N(N=C1C(F)(F)F)C1=NN(C=C1)C)NC(OC(C)(C)C)=O